2-[4-[6-[5-(3,4-difluorophenyl)-1H-imidazol-4-yl]-3-quinolyl]pyrazol-1-yl]-N-methyl-ethanamine FC=1C=C(C=CC1F)C1=C(N=CN1)C=1C=C2C=C(C=NC2=CC1)C=1C=NN(C1)CCNC